COC1=CC=C(C(=O)N[C@H]2C[C@H](CCC2)NC2=NC(=CC3=CC=CC=C23)C(F)(F)F)C=C1 4-methoxy-N-[(1R,3S)-3-{[3-(trifluoromethyl)isoquinolin-1-yl]amino}cyclohexyl]benzamide